BrC=1C=C(C(=O)NC2=C(C=CC(=C2)C(F)(F)F)C(C(=O)O)=O)C=CC1 2-(2-(3-bromobenzoylamino)-4-(trifluoromethyl)phenyl)-2-oxoacetic acid